3-oxo-3',4'-dihydro-2'H-spiro[cyclohexane-1,1'-naphthalene]-4-carboxylic acid methyl ester COC(=O)C1C(CC2(CCCC3=CC=CC=C23)CC1)=O